N[C@H]1CN(CCC1)C(=O)C1=CC2=C(N(C(=N2)C=2NC3=C(C=CC=C3C2)CC)C)C=C1 (R)-(3-Aminopiperidin-1-yl)(2-(7-ethyl-1H-indol-2-yl)-1-methyl-1H-benzo[d]imidazol-5-yl)methanone